5-[(4-cyano-2,3-dimethyl-phenoxy)methyl]-3-methyl-1-phenyl-pyrazole C(#N)C1=C(C(=C(OCC2=CC(=NN2C2=CC=CC=C2)C)C=C1)C)C